3-[4-(5-benzylpyrimidin-2-yl)piperazin-1-yl]-6-(1H-pyrazol-4-yl)pyrazolo[1,5-a]pyridine C(C1=CC=CC=C1)C=1C=NC(=NC1)N1CCN(CC1)C=1C=NN2C1C=CC(=C2)C=2C=NNC2